1-(5-bromopyridin-3-yl)-N-methylamine BrC=1C=C(C=NC1)CN